3,4-dimercaptobutanesulfonic acid SC(CCS(=O)(=O)O)CS